C1(CCCCCCCCCCCCC1)C(=O)OCCCCCC(CCCCCOC(=O)C1CCCCCCCCCCCCC1)N(C)CCOCCO[Si](C1=CC=CC=C1)(C1=CC=CC=C1)C(C)(C)C 6-((2-(2-((tert-Butyldiphenylsilyl)oxy)ethoxy)ethyl)(methyl)amino)undecane-1,11-diyl dicyclotetradecanecarboxylate